FC=1C=C(C(=NC1)OC)C=1C=NN2C1N=C(C=C2)C2=CC(N(C=C2)CCC(F)(F)F)=O 4-(3-(5-fluoro-2-methoxypyridin-3-yl)pyrazolo[1,5-a]pyrimidin-5-yl)-1-(3,3,3-trifluoropropyl)pyridin-2(1H)-one